C1(=CC=CC=C1)[C@@H]1N(OCC1)C1=CC(=NC=N1)NC1=CC(=CC=C1)C(F)(F)F (R)-6-(3-phenylisoxazolidin-2-yl)-N-(3-(trifluoromethyl)phenyl)pyrimidin-4-amine